ClC=1C=C(C=C2C(=C(C=NC12)C#N)NC1=C(C(=C(C=C1)Cl)Cl)F)N[C@H](C=1N=NNC1)C1=CC=NN1C (S)-8-chloro-4-((3,4-dichloro-2-fluorophenyl)amino)-6-(((1-methyl-1H-pyrazol-5-yl)(1H-1,2,3-triazol-4-yl)methyl)amino)quinoline-3-carbonitrile